Butyl 6-(bicyclo[3.3.1]nonan-9-ylmethyl)-2-azaspiro[3.3]heptane-2-carboxylate C12CCCC(CCC1)C2CC2CC1(CN(C1)C(=O)OCCCC)C2